OC(C(=O)O)(CC(=O)O)NC(C(=O)O)CC(=O)O hydroxy-2,2'-iminodisuccinic acid